CC1=CC=C(C(=O)C(C(=O)O)(O)C(O)C(=O)O)C=C1 D-(+)-p-methylbenzoyltartaric acid